BrC[C@@H]1CC[C@H](CC1)CO trans-4-bromomethylcyclohexyl-carbinol